2-chloro-4,6-bis(4-fluorophenyl)-1,3,5-triazine ClC1=NC(=NC(=N1)C1=CC=C(C=C1)F)C1=CC=C(C=C1)F